CN1N=NC2=C1C=CC(=C2C)C(C(C(=O)O)(C)C)C2=CC(=C(C=C2)C)CN2C[C@H](OC1=CC=3C=CN=CC3C=C1C2)CC 3-(1,4-dimethyl-1H-benzo[d][1,2,3]triazol-5-yl)-3-(3-(((R)-2-ethyl-2,3-dihydro-[1,4]oxazepino[7,6-g]isoquinolin-4(5H)-yl)methyl)-4-methylphenyl)-2,2-dimethylpropionic acid